Butyltin tris(ethylhexanoate) C(C)C(C(=O)[O-])CCCC.C(C)C(C(=O)[O-])CCCC.C(C)C(C(=O)[O-])CCCC.C(CCC)[Sn+3]